tert-butyl 4-(6-(((1r,4r)-4-(3-chloro-4-cyanophenoxy)cyclohexyl)carbamoyl)pyridazin-3-yl)piperidine-1-carboxylate ClC=1C=C(OC2CCC(CC2)NC(=O)C2=CC=C(N=N2)C2CCN(CC2)C(=O)OC(C)(C)C)C=CC1C#N